5-((S)-1-((R)-2-((tert-butoxycarbonyl)imino)-4-cyclopropyl-4-(3,5-difluorophenyl)-5-oxoimidazolidin-1-yl)-2-((dimethylcarbamoyl)oxy)ethyl)-2-chlorobenzoic acid C(C)(C)(C)OC(=O)N=C1N(C([C@](N1)(C1=CC(=CC(=C1)F)F)C1CC1)=O)[C@H](COC(N(C)C)=O)C=1C=CC(=C(C(=O)O)C1)Cl